6-chloro-2-(3,3-difluorocyclobutyl)-1-((2-(trimethylsilyl)ethoxy)methyl)-1H-pyrrolo[3,2-c]Pyridine ClC1=CC2=C(C=N1)C=C(N2COCC[Si](C)(C)C)C2CC(C2)(F)F